6-bromo-2-(1-methyl-1H-imidazol-2-yl)-5-phenylthieno[2,3-d]pyrimidin-4-ol BrC1=C(C2=C(N=C(N=C2O)C=2N(C=CN2)C)S1)C1=CC=CC=C1